[3-(dimethylamino) propyl]-11-methyl-6-oxo-4-{3-[(1-oxooctadecyl) oxy] propyl}-7,11-diaza-5-oxadodec-1-yl octadecanoate C(CCCCCCCCCCCCCCCCC)(=O)OCCCC(OC(NCCCN(CCCCN(C)C)C)=O)CCCOC(CCCCCCCCCCCCCCCCC)=O